7-(1-tert-butoxycarbonyl-3,6-dihydro-2H-pyridin-4-yl)-3-[2-(methoxymethoxy)-4-(1-tetrahydropyran-2-ylpyrazol-4-yl)phenyl]pyrrolo[3,2-c]pyridazine-5-carboxylic acid tert-butyl ester C(C)(C)(C)OC(=O)N1C=C(C=2N=NC(=CC21)C2=C(C=C(C=C2)C=2C=NN(C2)C2OCCCC2)OCOC)C=2CCN(CC2)C(=O)OC(C)(C)C